11-iodo-1,1-didecyloxy-7-undecyne ICCCC#CCCCCCC(OCCCCCCCCCC)OCCCCCCCCCC